6-(tert-butyl)-2,4-dimethyl-4-(selenocyanatomethyl)isoquinoline C(C)(C)(C)C=1C=C2C(CN(CC2=CC1)C)(C[Se]C#N)C